[Si](C)(C)(C(C)(C)C)OC=1C=CC(=NC1)NS(=O)(=O)C1CCN(CC1)C1=CC=CC=C1 N-[5-[(tert-butyldimethylsilyl)oxy]pyridin-2-yl]-1-phenylpiperidine-4-sulfonamide